N-Cyclopropyl-3-(difluoromethyl)-5-fluoro-N-(5-fluoro-2-isopropylbenzyl)-1-methyl-1H-pyrazol-4-carboxamid C1(CC1)N(C(=O)C=1C(=NN(C1F)C)C(F)F)CC1=C(C=CC(=C1)F)C(C)C